C1(CCCC1)CCC1=CC2=C(S1)C1=C3C=CC4=C(SC(=C4)CCC4CCCC4)C3=C1C=C2 2,7-bis(2-cyclopentylethyl)biphenyleno[1,2-b:5,6-b']dithiophene